CN1C=2N(CC[C@@H](C1=O)NC(=O)C=1N=CN3C1C=C(C=C3)C(F)(F)F)N=CC2 (S)-N-(4-methyl-5-oxo-5,6,7,8-tetrahydro-4H-pyrazolo[1,5-a][1,3]-diazepin-6-yl)-7-(trifluoro-methyl)imidazo[1,5-a]pyridine-1-carboxamide